C(C1=CC=CC=C1)OC1=C(C=CC(=C1)C1=NN=NN1C)C(CBr)=O 1-(2-(benzyloxy)-4-(1-methyl-1H-tetrazol-5-yl)phenyl)-2-bromoethan-1-one